[4-[2-[tert-butyl(dimethyl)silyl]oxyethyl]-2-(trifluoromethyl)-5-trimethylsilyl-3-thienyl]methanol [Si](C)(C)(C(C)(C)C)OCCC=1C(=C(SC1[Si](C)(C)C)C(F)(F)F)CO